FC=1C=C(OC2CN(C2)C(CNC(=O)C=2N=NN(C2)C=2C=NC=CC2)=O)C=C(C1)C(F)(F)F 1-Pyridin-3-yl-1H-[1,2,3]triazole-4-carboxylic acid {2-[3-(3-fluoro-5-trifluoromethyl-phenoxy)-azetidin-1-yl]-2-oxo-ethyl}-amide